3-[3-(trifluoromethoxy)phenyl]propanoic acid FC(OC=1C=C(C=CC1)CCC(=O)O)(F)F